((S)-4-acryloyl-2-methylpiperazin-1-yl)-6-fluoro-7-(2-fluoro-6-hydroxyphenyl)-1-(4-methyl-2-(methylsulfonyl)pyridin-3-yl)pyrido[2,3-d]pyrimidin-2(1H)-one C(C=C)(=O)N1C[C@@H](N(CC1)C=1C2=C(N(C(N1)=O)C=1C(=NC=CC1C)S(=O)(=O)C)N=C(C(=C2)F)C2=C(C=CC=C2O)F)C